The molecule is an aminoquinoline that is 8-aminoquinoline which is substituted by methoxy groups at positions 2 and 6, a methyl group at position 4, and a m-(trifluoromethyl)phenoxy group at position 5, and in which the amino substituent at position 8 is itself substituted by a 5-aminopentan-2-yl group. It is a member of (trifluoromethyl)benzenes, an aminoquinoline, an aromatic ether, a primary amino compound and a secondary amino compound. CC1=CC(=NC2=C1C(=C(C=C2NC(C)CCCN)OC)OC3=CC=CC(=C3)C(F)(F)F)OC